NC[C@H](O)C=1C=NN(C1)C1=C(C=C(C#N)C=C1)OC1=NC(=NC(=C1)C1=NC=CC=C1)C 4-[4-[(1R)-2-amino-1-hydroxyethyl]pyrazol-1-yl]-3-(2-methyl-6-pyridin-2-ylpyrimidin-4-yl)oxybenzonitrile